ClC1=C(C=CC=C1Cl)CC#N 2,3-dichlorophenyl-acetonitrile